O1C=C(C(=O)C2=CC=CC=C12)C1=CC=CC=C1 isoflavone